8-bromo-N,N-bis(2,4-dimethoxybenzyl)-5,7-difluoroquinolin-2-amine BrC=1C(=CC(=C2C=CC(=NC12)N(CC1=C(C=C(C=C1)OC)OC)CC1=C(C=C(C=C1)OC)OC)F)F